(S)-2-(difluoromethyl)piperazine FC([C@H]1NCCNC1)F